[Te].[Cu].[Pt] platinum-copper-tellurium